C12C(CC(C2O1)O)O 6-Oxabicyclo[3.1.0]hexane-2,4-diol